N(=[N+]=[N-])C(C)C=1C=NN(C1)CC=1C=CC(=NC1)C(F)(F)F 5-[[4-(1-azidoethyl)pyrazol-1-yl]methyl]-2-(trifluoromethyl)pyridine